C1=CC=C2C(=C1)C(=CN2)CO The molecule is an indolyl alcohol carrying a hydroxymethyl group at position 3. It is a constituent of the cruciferous vegetables and had anticancer activity. It has a role as a plant metabolite and an antineoplastic agent.